N1OC(NCO1)C1OC2=CC=CC(=C2O1)NCCOCCOCCOCCOCCC(=O)O 1-((2-(2,6-dioxapiperazin-3-yl)-1,3-dioxaindol-4-yl)amino)-3,6,9,12-tetraoxapentadecane-15-oic acid